benzyl (2S)-2-[(2S)-2-[(tert-butoxycarbonyl)(methyl)amino]-4-[(tert-butyldiphenylsilyl)oxy]-N-methylbutanamido]-3-methylbutanoate C(C)(C)(C)OC(=O)N([C@H](C(=O)N(C)[C@H](C(=O)OCC1=CC=CC=C1)C(C)C)CCO[Si](C1=CC=CC=C1)(C1=CC=CC=C1)C(C)(C)C)C